C1(CC1)N1N=CC(=C1)C#CC=1C(=CC(=NC1)NC1=NC(=NC=C1)C=1C=NN(C1)S(=O)(=O)C1CC1)NC1CCC(CC1)CN(C)C 5-((1-Cyclopropyl-1H-pyrazol-4-yl)ethynyl)-N2-(2-(1-(cyclopropylsulfonyl)-1H-pyrazol-4-yl)pyrimidin-4-yl)-N4-((1s,4s)-4-((dimethylamino)methyl)cyclohexyl)pyridine-2,4-diamine